ClC(C1=NC(=NO1)C1=CC=C(C=C1)C(CSCC1=NN(C=N1)C)=O)(F)F 1-(4-(5-(chlorodifluoromethyl)-1,2,4-oxadiazol-3-yl)phenyl)-2-(((1-methyl-1H-1,2,4-triazol-3-yl)methyl)thio)ethan-1-one